((6-phenylpyridin-2-yl)methyl)piperidine C1(=CC=CC=C1)C1=CC=CC(=N1)CN1CCCCC1